(6-((2-chloro-4-fluorophenyl)sulfonyl)-2,6-diazaspiro[3.3]heptan-2-yl)(6-(3-cyclopropyl-1H-1,2,4-triazol-1-yl)-2-azaspiro[3.3]heptan-2-yl)methanone ClC1=C(C=CC(=C1)F)S(=O)(=O)N1CC2(CN(C2)C(=O)N2CC3(C2)CC(C3)N3N=C(N=C3)C3CC3)C1